FC1([C@H]([C@@H]1C)C1=CNC=2N=CN=C(C21)N[C@@H]2CC[C@@H](N(C2)C(C=C)=O)C)F 1-((2S,5R)-5-((5-((1R,3S)-2,2-difluoro-3-methylcyclopropyl)-7H-pyrrolo[2,3-d]pyrimidin-4-yl)amino)-2-methylpiperidin-1-yl)prop-2-en-1-one